C(C)(C)(C)OC(=O)N[C@@H](CC1=CC=C(C=C1)C#CCCCC(=O)OC(C)(C)C)C(N1CCCCC1)=O tert-butyl (S)-6-(4-(2-((tert-butoxycarbonyl)amino)-3-oxo-3-(piperidin-1-yl)propyl)phenyl)hex-5-ynoate